C(C)(C)(C)OC(=O)N1C[C@H](OC2=C(C1)N=C(C=C2)Cl)CC (R)-7-chloro-2-ethyl-2,3-dihydropyrido[2,3-f][1,4]oxazepin-4(5H)-carboxylic acid tert-butyl ester